BrC1=CC(=C2C(=NN(C2=C1)C)I)[N+](=O)[O-] 6-bromo-3-iodo-1-methyl-4-nitro-1H-indazole